NCC=1C=NC(=NC1)C1=C(C=C(C#N)C=C1)OC=1N(N=C(C1)C=1SC=CN1)C 4-[5-(aminomethyl)pyrimidin-2-yl]-3-[2-methyl-5-(1,3-thiazol-2-yl)pyrazol-3-yl]oxybenzonitrile